NC1=C(C(C2=C(C=CC=C2)Cl)=NO)C=C(C=C1)[N+](=O)[O-] 2-amino-2'-chloro-5-nitro-benzophenone oxime